(S)-3-methylmorpholine-4-carboxylic acid benzyl ester C(C1=CC=CC=C1)OC(=O)N1[C@H](COCC1)C